OC1=CC=C(C(=O)C2=CC=C(C=C2)O)C=C1 4,4'-Dihydroxybenzophenone